N,N-Dimethyl-N'-propyl-N''-prop-2-ynyl-[1,3,5]triazine-2,4,6-triamine CN(C1=NC(=NC(=N1)NCCC)NCC#C)C